ClCCCC=1N=CC2=C(N1)NC=C2 (3-chloropropyl)-7H-pyrrolo[2,3-d]pyrimidine